O[C@]1(CN2[C@H](CO1)CN(CC2)C(=O)C2=C(C(=CC=C2)C=2C(=NNC2)F)F)C=2C=NC(=CC2)C(F)(F)F [(3R,9aS)-3-Hydroxy-3-[6-(trifluoromethyl)-3-pyridyl]-1,4,6,7,9,9a-hexahydropyrazino[2,1-c][1,4]oxazin-8-yl]-[2-fluoro-3-(3-fluoro-1H-pyrazol-4-yl)phenyl]methanon